OC1=C(C(=O)N2CC3=CC(=CC=C3CC2)N(C(C=C)=O)C)C=C(C(=C1)OC)C(C)C N-(2-(2-Hydroxy-5-isopropyl-4-methoxybenzoyl)-1,2,3,4-tetrahydroisoquinolin-7-yl)-N-methylacrylamide